CNCCOCCOCCNC(C)=O N-[2-[2-[2-(methylamino)ethoxy]ethoxy]ethyl]acetamide